ClC=1C(N(C(=CC1NCC1=C(C=C(C=C1)F)F)C)CC1=CC=C(C#N)C=C1)=O 4-{[3-chloro-4-[(2,4-difluorobenzyl)amino]-6-methyl-2-oxopyridin-1(2H)-yl]methyl}benzonitrile